FC1=C(C=CC(=C1)F)C(CC(=O)NC1(CC1)C1=CC(=C(C=C1)C)OCC(F)(F)F)(C)O 3-(2,4-difluorophenyl)-3-hydroxy-N-(1-(4-methyl-3-(2,2,2-trifluoroethoxy)phenyl)cyclopropyl)butanamide